2-(diisobutylcarbamoylamino)-4-[2-ethoxyethyl-[4-(5,6,7,8-tetrahydro-1,8-naphthyridin-2-yl)butyl]amino]butanoic acid C(C(C)C)N(C(=O)NC(C(=O)O)CCN(CCCCC1=NC=2NCCCC2C=C1)CCOCC)CC(C)C